ClC=1C=CC2=C([C@@H](C[C@@H](O2)C(=O)NC23CCC(CC2)(CC3)C=3OC(=NN3)[C@@H]3C[C@@H](C3)OC(F)(F)F)O)C1 |&1:6,8| rac-(2R,4R)-6-chloro-4-hydroxy-N-(4-{5-[cis-3-(trifluoromethoxy)cyclobutyl]-1,3,4-oxadiazol-2-yl}bicyclo[2.2.2]oct-1-yl)-3,4-dihydro-2H-1-benzopyran-2-carboxamide